O1CCN(CC1)CCOC=1C=CC=C2C(C=C(C(C12)=O)OC1=CC=C(C=C1)F)=O 8-(2-morpholinoethoxy)-2-(4-fluorophenoxy)naphthalene-1,4-dione